2-{[(1R,2S)-2-Aminocyclohexyl]amino}-N-[3-carbamoyl-1-(2-methoxyethyl)-1H-pyrazol-4-yl]pyrrolo[2,1-f][1,2,4]triazin-7-carboxamid N[C@@H]1[C@@H](CCCC1)NC1=NN2C(C=N1)=CC=C2C(=O)NC=2C(=NN(C2)CCOC)C(N)=O